ClC=1C(=C(C=CC1)NC1=C(C(=O)NC2=C(C=C(C(=C2)Cl)N2CC(NCC2)(C)C)F)C=CC=C1)C ((3-chloro-2-methylphenyl)amino)-N-(5-chloro-4-(3,3-dimethylpiperazin-1-yl)-2-fluorophenyl)benzamide